N-(4-chloropyridine-2-yl)cyclopropylformamide ClC1=CC(=NC=C1)N(C=O)C1CC1